Benzyl 4-[tert-butyl(dimethyl)silyl]oxypiperidine-1-carboxylate [Si](C)(C)(C(C)(C)C)OC1CCN(CC1)C(=O)OCC1=CC=CC=C1